3-(3,6-di-tert-butyl-9H-carbazol-9-yl)-5'-fluoro-5-(2,4,4-trimethylpentan-2-yl)biphenyl-2-ol C(C)(C)(C)C=1C=CC=2N(C3=CC=C(C=C3C2C1)C(C)(C)C)C1=C(C(=CC(=C1)C(C)(CC(C)(C)C)C)C1=CC=CC(=C1)F)O